(S)-4-(cyclopropylethynyl)-4-(1,1-difluoroethyl)7-((3-nitro-1H-1,2,4-triazol-1-yl)methyl)-3,4-dihydroquinazolin-2(1H)-one C1(CC1)C#C[C@@]1(NC(NC2=CC(=CC=C12)CN1N=C(N=C1)[N+](=O)[O-])=O)C(C)(F)F